3-amino-6-chloro-4-(7-fluoro-1H-indazol-4-yl)-1H-benzo[h]quinolin-2-one NC=1C(NC2=C3C(=C(C=C2C1C1=C2C=NNC2=C(C=C1)F)Cl)C=CC=C3)=O